COC1=C(NCC#CC=2C=C(C3=C(N(C=N3)CC(F)(F)F)C2)C(=O)OC)C=CC(=C1)S(=O)(=O)C methyl 6-[3-(2-methoxy-4-methylsulfonyl-anilino)prop-1-ynyl]-1-(2,2,2-trifluoroethyl)benzimidazole-4-carboxylate